C(C)(C)(C)C=1C=C(C=C(C1O)C(C)(C)C)C(C(=O)C1=CC=C(C=C1)C(C)C)C1=CC=CC=C1 2-(3,5-di-tert-butyl-4-hydroxyphenyl)-1-(4-isopropylphenyl)-2-phenylethan-1-one